methyl (S)-2-(((phenylmethyloxy) carbonyl) amino)-4,4-difluorobutyrate C1(=CC=CC=C1)COC(=O)N[C@H](C(=O)OC)CC(F)F